e-Acetyl-Lysin C(C)(=O)N[C@@H](CCCCN)C(=O)O